8-(bromomethyl)-2-methoxyquinoline BrCC=1C=CC=C2C=CC(=NC12)OC